C(CO)C(=O)O hydroxypropionate